FC(CN1C(=NC=2C1=NC(=CN2)C2=CNC=1N=C(N=C(C12)NC)NC1CCC(CC1)C(=O)N(C)C)C)F (1s,4s)-4-((5-(1-(2,2-difluoroethyl)-2-methyl-1H-imidazo[4,5-b]pyrazin-6-yl)-4-(methylamino)-7H-pyrrolo[2,3-d]pyrimidin-2-yl)amino)-N,N-dimethylcyclohexane-1-carboxamide